C(CCCC)OC1=C(C=CC(=C1)OCCCCC)C1=NC(=CC(=C1)C1=CC=C(C=C1)C1=CC=C(C=C1)N(C1=CC=C(C=C1)C)C1=CC=C(C=C1)C)C1=C(C=C(C=C1)OCCCCC)OCCCCC 2,6-bis(2,4-dipentyloxyphenyl)-4-(4'-bis(4-methylphenyl)aminobiphenyl-4-yl)pyridine